benzyl (S)-2-(cyanomethyl)-4-(5-ethyl-2-(((S)-1-methylpyrrolidin-2-yl)methoxy)-7-((3-(pivaloyloxy)naphthalen-1-yl)methyl)-5H-pyrrolo[3,2-d]pyrimidin-4-yl)piperazine-1-carboxylate C(#N)C[C@@H]1N(CCN(C1)C=1C2=C(N=C(N1)OC[C@H]1N(CCC1)C)C(=CN2CC)CC2=CC(=CC1=CC=CC=C21)OC(C(C)(C)C)=O)C(=O)OCC2=CC=CC=C2